C1(CC1)N1C(=NC2=C1C=C(C=C2)OC2=C(C=C(C=C2Cl)[N+](=O)[O-])Cl)OC 1-cyclopropyl-6-(2,6-dichloro-4-nitrophenoxy)-2-methoxy-1H-benzo[d]imidazole